1-normal butylimidazolium C(CCC)N1C=[NH+]C=C1